4-pyridylamine iodide [I-].N1=CC=C(C=C1)N